N12C(=CCCC2CC1)C(=O)[O-] azabicyclo[4.2.0]oct-2-ene-2-carboxylate